2-(2-((5-ethyl-6-oxo-5,6-dihydropyrrolo[3,4-c]pyrazol-1(4H)-yl)methyl)-3-fluoroallyl)isoindoline-1,3-dione C(C)N1C(C=2N(N=CC2C1)CC(CN1C(C2=CC=CC=C2C1=O)=O)=CF)=O